ClC1=C(C(=O)NC=2C=C3C=C(N(C3=CC2)CCOC)C(=O)NC2=CC(=CC=C2)Cl)C=C(C=C1)CNC(C(C)C)=O 5-(2-chloro-5-(isobutyrylaminomethyl)benzoylamino)-N-(3-chlorophenyl)-1-(2-methoxyethyl)-1H-indole-2-carboxamide